(3'S)-3'-amino-6-(pyrimidin-4-ylamino)spiro[2H-imidazo[1,5-a]pyridine-3,1'-cyclohexane]-1,5-dione N[C@@H]1CC2(CCC1)NC(C=1N2C(C(=CC1)NC1=NC=NC=C1)=O)=O